3,3'-methylenebis(4-propylcyclohexane-1-amine) C(C1CC(CCC1CCC)N)C1CC(CCC1CCC)N